C(=C)C1=CCC=CC1 2-vinyl-1,4-cyclohexadiene